BrC=1C=CC=C2C=CC=C(C12)C1CC(C(CC1)C(=O)OC)=O methyl 4-(8-bromonaphthalen-1-yl)-2-oxocyclohexane-1-carboxylate